ClC1=NN2C(N=CC3=C2[C@@](C[C@H]3C(=O)NC=3C=NC(=C(C3)Cl)N3N=CC=N3)(C=3C=NN(C3)C)C)=C1 (6R,8S)-2-chloro-N-(5-chloro-6-(2H-1,2,3-triazol-2-yl)pyridin-3-yl)-8-methyl-8-(1-methyl-1H-pyrazol-4-yl)-7,8-dihydro-6H-cyclopenta[e]pyrazolo[1,5-a]pyrimidine-6-carboxamide